BrC=1C=CC2=C(N(C=N2)CCCNC(OC(C)(C)C)=O)C1 tert-butyl N-[3-(6-bromobenzimidazol-1-yl)propyl]carbamate